N-[4-(4-Fluoro-1,3-benzoxazol-2-yl)phenyl]-1,1-dioxothietan-3-carboxamid FC1=CC=CC2=C1N=C(O2)C2=CC=C(C=C2)NC(=O)C2CS(C2)(=O)=O